4-(4-chlorophenyl)-2-amino-3-cyano-5,6,7,8-tetrahydrobenzo[5,6-b]pyridine ClC1=CC=C(C=C1)C1=C2C(=NC(=C1C#N)N)CCCC2